magnesium 2-phosphonobutane-1,2,4-tricarboxylate P(=O)(O)(O)C(CC(=O)[O-])(CCC(=O)[O-])C(=O)[O-].[Mg+2].P(=O)(O)(O)C(CC(=O)[O-])(CCC(=O)[O-])C(=O)[O-].[Mg+2].[Mg+2]